2-bromomethylimidazolemethanol BrCC1(N=CC=N1)CO